NC=1C(=C(C=CC1N)C1COCCCN1C(=O)OC(C)(C)C)F tert-Butyl 3-(3,4-diamino-2-fluorophenyl)-1,4-oxazepane-4-carboxylate